OC(CC)C1=CC(=C(C=N1)C=1C=NC2=CC(=NC=C2C1)NC(=O)C1CC1)C N-{3-[6-(1-hydroxypropyl)-4-methylpyridin-3-yl]-1,6-naphthyridin-7-yl}cyclopropanecarboxamide